C1(=CC=CC=C1)N(N=CC1=CC=C(C=C1)N(CC1=CC=CC=C1)CC1=CC=CC=C1)C1=CC=CC=C1 4-dibenzylaminobenzaldehyde-N,N-diphenylhydrazone